O1CC(C1)CN1N=CC(=C1)C=1N(C=CC1)S(=O)(=O)C1=CC=C(C)C=C1 2-(1-(oxetan-3-ylmethyl)-1H-pyrazol-4-yl)-1-p-toluenesulfonyl-1H-pyrrole